O=C1OC2=CC(=CC=C2C(=C1)C1=C(C=CC=C1)C)N[C@H](C(=O)O)CC (S)-2-((2-oxo-4-(o-tolyl)-2H-chromen-7-yl)amino)butanoic acid